N1=C(SC2=C1C1=C(C=C2)OCC1)N1C(N[C@H]2[C@@H]1C[C@@H](C2)N(C)CC#N)=O |r| rac-{[(3aR,5R,6aS)-1-(7,8-dihydrofuro[3,2-e][1,3]benzothiazol-2-yl)-2-oxooctahydrocyclopenta[d]imidazol-5-yl](methyl)amino}acetonitrile